(2S,5R)-6-hydroxy-7-oxo-1,6-diazabicyclo[3.2.1]octan-2-carbonitrile ON1[C@@H]2CC[C@H](N(C1=O)C2)C#N